NCC1(C2CCN(CC12)C(=O)OC(C)(C)C)C1=CC(=NO1)C tert-butyl 7-(aminomethyl)-7-(3-methylisoxazol-5-yl)-3-azabicyclo[4.1.0]heptane-3-carboxylate